ClC1=CC=C2C(=C1)NC(C21N(C(C=2N=C(N(C21)C(C)C)C=2C=NC(=CC2OC)C(C)C)=O)C=2C(=NC=C(C2)Cl)C)=O 6-chloro-5'-(5-chloro-2-methylpyridin-3-yl)-3'-isopropyl-2'-(6-isopropyl-4-methoxypyridin-3-yl)-3'H-spiro[indoline-3,4'-pyrrolo[3,4-d]imidazole]-2,6'(5'H)-dione